BrC1=CC=C(C=N1)CC(C)(O)C 1-(6-bromopyridin-3-yl)-2-methylpropan-2-ol